C(#N)C=1C=CC(=NC1)OC1CCC2(C(NC3=CC=C(C=C23)C(=O)NCC)=O)CC1 4-[(5-cyano-2-pyridyl)oxy]-N-ethyl-2'-oxo-spiro[cyclohexane-1,3'-indoline]-5'-carboxamide